ClC=1C=CC2=C(N=C(O2)C2CC3(CC(C3)NC(=O)C=3OC(=CC3)S(NC(=O)C3CCC3)(=O)=O)C2)C1 (Sa)-N-[6-(5-chloro-1,3-benzoxazol-2-yl)spiro[3.3]heptan-2-yl]-5-(cyclobutanecarbonylsulfamoyl)furan-2-carboxamide